C(CN)N 1,2-ethylendiamine